C(C1=CC=CC=C1)NC(N(C1=NC=C(N=C1)C=1C=NN(C1)C)[C@@H]1CC[C@H](CC1)NC1=NC=C(C=C1)C#N)=O 3-benzyl-1-(trans-4-((5-cyanopyridin-2-yl)amino)cyclohexyl)-1-(5-(1-methyl-1H-pyrazol-4-yl)pyrazin-2-yl)urea